Cl.ClC=1C(=C(C=CC1)C1(CNCC1)NC1=CC=C2C(N(C(C2=C1)=O)CC(F)(F)F)(C)C)C 6-((3-(3-chloro-2-methylphenyl)pyrrolidin-3-yl)amino)-3,3-dimethyl-2-(2,2,2-trifluoroethyl)isoindolin-1-one hydrochloride